2-(1-[3-(morpholin-4-yl)-7-(trifluoromethyl)quinoxalin-5-yl]ethylamino)benzoic acid N1(CCOCC1)C=1C=NC2=CC(=CC(=C2N1)C(C)NC1=C(C(=O)O)C=CC=C1)C(F)(F)F